C(C)(C)(C)OC(=O)N1CCC(CC1)C1=NC(=CC=C1)OCC1=C(C=C(C=C1)C(C(C)C)=O)OC 4-(6-((4-Isobutyryl-2-methoxybenzyl)oxy)pyridin-2-yl)piperidine-1-carboxylic acid tert-butyl ester